(S)-N-(3-(1-((2-ethyl-2H-pyrazolo[3,4-b]pyrazin-6-yl)amino)ethyl)phenyl)-2-(3-fluoro-4-(trifluoromethyl)phenyl)acetamide C(C)N1N=C2N=C(C=NC2=C1)N[C@@H](C)C=1C=C(C=CC1)NC(CC1=CC(=C(C=C1)C(F)(F)F)F)=O